2-methyl-4-(((R)-4-methyl-3-((R)-1,1,1-trifluoro-2-hydroxypropan-2-yl)-4,5-dihydroisoxazolo[5,4-c]pyrazolo[1,5-a]pyridin-8-yl)oxy)butan-2-ol CC(C)(CCOC1=NN2C(C3=C([C@H](C2)C)C(=NO3)[C@@](C(F)(F)F)(C)O)=C1)O